2'-(6-amino-5-cyanopyridin-3-yl)-N-[1-(pyridin-2-yl)cyclobutyl]-5',6'-dihydrospiro[azetidine-3,4'-pyrrolo[1,2-b]pyrazole]-1-carboxamide NC1=C(C=C(C=N1)C=1C=C2N(N1)CCC21CN(C1)C(=O)NC1(CCC1)C1=NC=CC=C1)C#N